perfluoroethyl phosphate P(=O)(OC(C(F)(F)F)(F)F)([O-])[O-]